C(CCCCC)C(C(=O)OCCCCCCN(C(CCCCCCCN(CCCCCC(N(CCCCCC(OCC(CCCCCCCC)CCCCCC)=O)CCCCCC)=O)C)=O)CCCCCC)CCCCCCCC 7,23,32-Trihexyl-16-Methyl-8,22,29-Trioxo-30-Oxa-7,16,23-Triazatetracontyl 2-Hexyldecanoate